ClC1=CC(=C(COC2=CC=CC(=N2)C2CCN(CC2)C(C2=NC3=C(N2C[C@H]2OCC2)C=C(C=C3)C(=O)O)C3CC3)C=C1)F 2-((4-(6-((4-Chloro-2-fluorobenzyl)oxy)pyridin-2-yl)piperidin-1-yl)(cyclopropyl)methyl)-1-(((S)-oxetane-2-yl)methyl)-1H-benzo[d]imidazole-6-carboxylic acid